The molecule is a cobalt corrinoid that is cobyric acid having a 5'-adenosyl group attached to the central cobalt atom. It derives from a cobyric acid. It is a conjugate acid of an adenosylcobyrate. C/C/1=C/2\\[C@@]([C@@H](C(=N2)/C=C\\3/C([C@@H](C(=N3)/C(=C\\4/[C@]([C@H]([C@@H]([N-]4)[C@]5([C@@]([C@@H](C1=N5)CCC(=O)N)(C)CC(=O)N)C)CC(=O)N)(C)CCC(=O)O)/C)CCC(=O)N)(C)C)CCC(=O)N)(C)CC(=O)N.[CH2-][C@@H]1[C@H]([C@H]([C@@H](O1)N2C=NC3=C(N=CN=C32)N)O)O.[Co]